OC1=C(C=CC(=C1)CCCCCCCC)C1=NC(=NC(=N1)C1=CC=C(C=C1)C)C1=CC=C(C=C1)C 2-(2-hydroxy-4-octylphenyl)-4,6-bis(4-methylphenyl)-1,3,5-triazine